[N+](=O)([O-])C1=CC=C(C=C1)NCC1=CC=CC=C1 (4-nitrophenyl)benzylamine